N-(2-(4-((3-aminopropyl)amino)butanamido)ethyl)-4-((3-(2,3-difluoro-4-methoxyphenyl)imidazo[1,2-a]pyrazin-8-yl)amino)-2-ethylbenzamide trihydrochloride Cl.Cl.Cl.NCCCNCCCC(=O)NCCNC(C1=C(C=C(C=C1)NC=1C=2N(C=CN1)C(=CN2)C2=C(C(=C(C=C2)OC)F)F)CC)=O